tert-butyl 4-oxo-4,7-dihydro-5H-spiro[benzo[d]thiazole-6,4'-piperidine]-1'-carboxylate O=C1CC2(CCN(CC2)C(=O)OC(C)(C)C)CC2=C1N=CS2